COC1=C(C=CC=C1)C1CCN(CC1)[C@H]1CC2(CN(C2)C2=NC=NC(=N2)C)CC1 (R)-6-(4-(2-methoxyphenyl)piperidin-1-yl)-2-(4-methyl-1,3,5-triazin-2-yl)-2-azaspiro[3.4]octane